C(C1CCCO1)O.[K] potassium tetrahydrofurfuryl alcohol